ClC1=CC(=C(C=C1)C=1C2=C(N=C(N1)C=1CCO[C@H](C1)C=1C=NN(C1)C1CC1)N=C(S2)N(C)C)F 7-(4-chloro-2-fluoro-phenyl)-N,N-dimethyl-5-[(6R)-6-(1-cyclopropylpyrazol-4-yl)-3,6-dihydro-2H-pyran-4-yl]thiazolo[4,5-d]pyrimidin-2-amine